3-(3-(1-(2-(5-((4-cyclopropyl-6,7-difluoro-1H-indol-5-yl)oxy)-2-fluorophenyl)-1H-imidazol-5-yl)-1-hydroxyethyl)phenyl)propanoic acid C1(CC1)C1=C2C=CNC2=C(C(=C1OC=1C=CC(=C(C1)C=1NC(=CN1)C(C)(O)C=1C=C(C=CC1)CCC(=O)O)F)F)F